N-(3-(1-(4-(5-(difluoromethyl)-1,3,4-oxadiazol-2-yl)benzyl)-1H-pyrazol-4-yl)phenyl)morpholine-4-carboxamide aluminium silicate potassium salt [K+].[Si]([O-])([O-])([O-])[O-].[Al+3].FC(C1=NN=C(O1)C1=CC=C(CN2N=CC(=C2)C=2C=C(C=CC2)NC(=O)N2CCOCC2)C=C1)F